C(CCCCCCCCCCCC=CCCCCCC)(=O)OCCCCCCCCCCCC(=O)O 12-(eicosa-13-enoyloxy)-dodecanoic acid